CC1(C(C1(C)C)C(=O)OCC1=C(C(=C(C(=C1F)F)OC)F)C)C 4-methoxy-2-methyl-3,5,6-trifluorobenzyl 2,2,3,3-tetramethylcyclopropanecarboxylate